N-(6-mercaptohexyl)-2-(N-phenylacetylamino)pyrimidine-5-carboxamide 1-(6-Oxo-5-(trifluoromethyl)-1,6-dihydropyridin-3-yl)propan-2-yl-4-(5-cyanopyrimidine-2-yl)piperazine-1-carboxylate O=C1C(=CC(=CN1)CC(C)OC(=O)N1CCN(CC1)C1=NC=C(C=N1)C#N)C(F)(F)F.SCCCCCCNC(=O)C=1C=NC(=NC1)NC(CC1=CC=CC=C1)=O